3-{[1-(4-chloro-3-fluorophenyl)-3-methyl-1H-1,2,4-triazol-5-yl]methyl}-1-{[1-(6-methoxypyridin-3-yl)-1H-1,2,4-triazol-5-yl]methyl}urea ClC1=C(C=C(C=C1)N1N=C(N=C1CNC(NCC1=NC=NN1C=1C=NC(=CC1)OC)=O)C)F